2-Chloro-4-((4-(1-methyl-4-(trifluoromethyl)-1H-imidazol-2-yl)benzyl)amino)pyrimidine ClC1=NC=CC(=N1)NCC1=CC=C(C=C1)C=1N(C=C(N1)C(F)(F)F)C